C(#N)C=1C(C=CC(C1C#N)=O)=O 5,6-dicyano-1,4-benzoquinone